2-(6-(5-chloro-2-((oxacyclohexan-4-yl)amino)pyrimidin-4-yl)-1-oxoisoindolin-2-yl)-N-((R)-1-(m-tolyl)ethyl)propanamide ClC=1C(=NC(=NC1)NC1CCOCC1)C1=CC=C2CN(C(C2=C1)=O)C(C(=O)N[C@H](C)C=1C=C(C=CC1)C)C